N-{2-[(2-Bromobenzyl)oxy]-5-(trifluoromethyl)phenyl}formamide BrC1=C(COC2=C(C=C(C=C2)C(F)(F)F)NC=O)C=CC=C1